5-Bromo-2,3-dihydrobenzofuran BrC=1C=CC2=C(CCO2)C1